NC1=CC=C(C=C1)S(=O)(=O)\N=C/1\C(=C(NO1)C)C 4-amino-N-[(5Z)-3,4-dimethyl-2,5-dihydro-1,2-oxazol-5-ylidene]benzene-1-sulfonamide